(S)-3-(5-(4-((1-(4-((1R,2S)-4,4-difluoro-6-hydroxy-2-phenyl-1,2,3,4-tetrahydronaphthalen-1-yl)phenyl)piperidin-4-yl)methyl)piperazin-1-yl)-1-oxoisoindolin-2-yl)piperidine-2,6-dione FC1(C[C@@H]([C@@H](C2=CC=C(C=C12)O)C1=CC=C(C=C1)N1CCC(CC1)CN1CCN(CC1)C=1C=C2CN(C(C2=CC1)=O)[C@@H]1C(NC(CC1)=O)=O)C1=CC=CC=C1)F